N-(9H-purin-6-yl)benzamide N1=CN=C2NC=NC2=C1NC(C1=CC=CC=C1)=O